6-{6-chloro-4-[(1S,6R)-3,9-diazabicyclo[4.2.1]non-3-yl]-8-fluoro-2-{[(2S,4R)-4-methoxy-1-methylpyrrolidin-2-yl]methoxy}quinazolin-7-yl}-4-methyl-5-(trifluoromethyl)pyridin-2-amine ClC=1C=C2C(=NC(=NC2=C(C1C1=C(C(=CC(=N1)N)C)C(F)(F)F)F)OC[C@H]1N(C[C@@H](C1)OC)C)N1C[C@@H]2CC[C@H](CC1)N2